2-{4-[(3S)-piperidin-3-yl]phenyl}-2H-indazole-7-amide 4-methylbenzenesulfonate hydrate O.CC1=CC=C(C=C1)S(=O)(=O)O.N1C[C@@H](CCC1)C1=CC=C(C=C1)N1N=C2C(=CC=CC2=C1)C(=O)N